C1(=CC=C(C=C1)P(OC1=C(C=C(C=C1)C(C)(C)C)C(C)(C)C)OC1=C(C=C(C=C1)C(C)(C)C)C(C)(C)C)C1=CC=C(C=C1)P(OC1=C(C=C(C=C1)C(C)(C)C)C(C)(C)C)OC1=C(C=C(C=C1)C(C)(C)C)C(C)(C)C Tetrakis(2,4-di-tert-butylphenyl) [1,1-biphenyl]-4,4'-diylbisphosphonite